BrC=1C=CC(=C(C1)C1N(CCC1)C)Cl (5-bromo-2-chlorophenyl)-1-methylpyrrolidine